lanthanum(III) ethoxide [O-]CC.[La+3].[O-]CC.[O-]CC